methylamino-propylacrylamide CNC=C(C(=O)N)CCC